FC1=CC=C(OC=2C=CC(=NC2)NC([C@@H](C)N2CCN(CC2)C(=O)C2=CC(=[N+](C=C2)[O-])C(F)(F)F)=O)C=C1 (R)-4-(4-(1-((5-(4-fluorophenoxy)pyridin-2-yl)amino)-1-oxopropan-2-yl)piperazine-1-carbonyl)-2-(trifluoromethyl)pyridine 1-oxide